CC([O-])CC.CC([O-])CC.CC([O-])CC.[Al+3] aluminum tri-sec-butylate